N1(N=CC=2C1=NC=CC2)C2=CN1C(S2)=C(C=N1)C(=O)NC=1C(=NC=C(C(=O)O)C1)C 5-(2-(1H-pyrazolo[3,4-b]pyridin-1-yl)pyrazolo[5,1-b]thiazole-7-carboxamido)-6-methylnicotinic acid